OC[C@H](C)NC(=O)C=1C(N(N=C(C1)C1=CC=C(C=C1)OC(F)(F)F)C=1C=NC=CC1)=O N-[(2S)-1-hydroxy-prop-2-yl]-3-oxo-2-(pyridin-3-yl)-6-[4-(trifluoromethoxy)phenyl]-2,3-dihydropyridazine-4-carboxamide